4-(trifluoromethyl)-3-pyridinecarboxamide FC(C1=C(C=NC=C1)C(=O)N)(F)F